BrC=1SN=C2C1C=C(C=C2C(F)(F)F)C(F)(F)F 3-bromo-5,7-bis(trifluoromethyl)-2,1-benzothiazole